FC(C(C)(C)C=1C=C(C=CC1)C1=COC2=C(C=C(C=C2C1=O)CN1C[C@H](CCC1)C)C)C1=NN=CN1C 3-(3-(1-fluoro-2-methyl-1-(4-methyl-4H-1,2,4-triazol-3-yl)propan-2-yl)phenyl)-8-methyl-6-(((S)-3-methylpiperidin-1-yl)methyl)-4H-chromen-4-one